C1CC(CCC1)NCCN 3-cyclohexyl-dimethylenediamine